C(CC)P([O-])([O-])=O.[Fe+3].C(CC)P([O-])([O-])=O.C(CC)P([O-])([O-])=O.[Fe+3] iron (III) (propyl phosphonate)